CN1C=NC=C1B(O)O 1-methylimidazole-5-boronic acid